Heptane-6-carbaldehyde CCCCCC(C)C=O